tert-butyl ((6-(2,2'-dichloro-3'-(3-formyl-4-oxo-4H-pyrido[1,2-a]pyrimidin-8-yl)-[1,1'-biphenyl]-3-yl)-2-methoxypyridin-3-yl)methyl)(2-hydroxyethyl)carbamate ClC1=C(C=CC=C1C1=CC=C(C(=N1)OC)CN(C(OC(C)(C)C)=O)CCO)C1=C(C(=CC=C1)C1=CC=2N(C(C(=CN2)C=O)=O)C=C1)Cl